COC1=CC2=C(C=C1)C(=CC=C2)C=O 6-methoxynaphthaldehyde